4-(butylamino)-6-(4-(piperazin-1-ylmethyl)benzyl)pyrido[4,3-d]pyrimidin-5(6H)-one C(CCC)NC=1C2=C(N=CN1)C=CN(C2=O)CC2=CC=C(C=C2)CN2CCNCC2